5-(isoindolin-5-yl)-1,8-naphthyridin-2(1H)-one hydrochloride Cl.C1NCC2=CC(=CC=C12)C1=C2C=CC(NC2=NC=C1)=O